C(C)(=O)N1CCC(CC1)C1=NN(C2=CC=CC(=C12)C=1N=CC2=CC=CC=C2C1)CC(=O)NCC(=O)NCC(=O)OC methyl 2-(2-{2-[3-(1-acetylpiperidin-4-yl)-4-(isoquinolin-3-yl) indazol-1-yl]acetamido}acetamido)acetate